NC1=C(C(=NN1C)C1CC2CC(CC2C1)CN)C(=O)NC1=CC(=C(C=C1)F)Cl 5-Amino(5-(aminomethyl)octahydropentalen-2-yl)-N-(3-chloro-4-fluorophenyl)-1-methyl-1H-pyrazole-4-carboxamide